FC1=C(C=C(C(=C1[O-])C1C=C(CCC1C(=C)C)C)O)CCCCC 6-fluoro-3-hydroxy-5-pentyl-2-(3-methyl-6-isopropenylcyclohex-2-enyl)phenolate